3-(quinoline-6-yl)propionaldehyde N1=CC=CC2=CC(=CC=C12)CCC=O